C1CCCCCCC1.[Si].[Si].[Si].[Si] tetrasilicon cyclooctane